(5-(6-morpholino-1H-imidazo[4,5-b]pyridin-2-yl)-1H-pyrrol-3-yl)(2-(trifluoromethyl)phenyl)methanone O1CCN(CC1)C=1C=C2C(=NC1)N=C(N2)C2=CC(=CN2)C(=O)C2=C(C=CC=C2)C(F)(F)F